1-methyldimethoxysilyl-8-bis(dimethylamino)phenylsilyloctane C[Si](CCCCCCCC[Si](C1=CC=CC=C1)(N(C)C)N(C)C)(OC)OC